Dihexyldithiophosphate ammonium salt [NH4+].C(CCCCC)SP(=S)(OCCCCCC)[O-]